FC(C1=CC(=NO1)C(=O)N)F 5-(difluoromethyl)isoxazole-3-carboxamide